C(C)(C)(C)C1=NC=CC(=C1)C=1C=NC=C(C1)C1=C(C=C(C=C1)NC(OC1=CC=CC=C1)=O)Cl phenyl (4-(2'-(tert-butyl)-[3,4'-bipyridin]-5-yl)-3-chlorophenyl)carbamate